2,5-diazabicyclo[2.2.1]Heptane C12NCC(NC1)C2